N1CC(C1)OC1=CC(=NC=C1)C#N 4-(azetidin-3-yloxy)picolinonitrile